C(C)(C)[C@@H]1CC=C([C@H](C1)C)CCC=O trans-3-(4-isopropyl-6-methyl-1-cyclohexen-1-yl)propanal